FC=1C=C(C=NC1C)S(=O)(=O)N 5-fluoro-6-methylpyridine-3-sulfonamide